The molecule is a member of the class of dihydrochalones that is dihydrochalcone hydroxylated at C-2', C-4', C-6' and C-4 and substituted by a geranyl group at C-3. It is isolated from the aerial parts of Boronia bipinnata and exhibits antimalarial activity. It has a role as a metabolite and an antimalarial. It is a member of dihydrochalcones and a polyphenol. CC(=CCC/C(=C/CC1=C(C=CC(=C1)CCC(=O)C2=C(C=C(C=C2O)O)O)O)/C)C